[N+]([O-])([O-])=NO hyponitrate